3,5-dichloro-1-bromobenzene ClC=1C=C(C=C(C1)Cl)Br